1-(5-iodo-6-((2,2,2-trifluoroethoxy)methyl)pyrazin-2-yl)piperidine-4-carbonitrile IC=1N=CC(=NC1COCC(F)(F)F)N1CCC(CC1)C#N